3-methyl-1-phenylpentanol CC(CC(O)C1=CC=CC=C1)CC